dichlorine sulfimide [SH2]=N.[Cl].[Cl]